(S)-methyl 2-((7-bromobenzo[d][1,3]dioxolan-4-yl)methyl)-1-(oxetan-2-ylmethyl)-1H-benzo[d]imidazole-6-carboxylate BrC1=CC=C(C2=C1OCO2)CC2=NC1=C(N2C[C@H]2OCC2)C=C(C=C1)C(=O)OC